1-(3-(4-fluorophenyl)quinolin-6-yl)ethanone FC1=CC=C(C=C1)C=1C=NC2=CC=C(C=C2C1)C(C)=O